6-fluoro-3-((4-fluorobenzyl)amino)-5-(1-(2-fluorophenyl)ethyl)-4H-benzo[e][1,2,4]thiadiazine 1,1-dioxide FC=1C=CC2=C(NC(=NS2(=O)=O)NCC2=CC=C(C=C2)F)C1C(C)C1=C(C=CC=C1)F